C(C1=CC=CC=C1)OC1(C(CCC(C1)(F)F)=O)C 2-(benzyloxy)-4,4-difluoro-2-methylcyclohexan-1-one